3-(1H-indazol-5-yl)-5-(trifluoromethyl)imidazo[4,5-b]pyridin N1N=CC2=CC(=CC=C12)N1C=NC=2C1=NC(=CC2)C(F)(F)F